N-{4-((4-(3-phenylureido)phenyl)sulfonyl)phenyl}benzenesulfonamide C1(=CC=CC=C1)NC(NC1=CC=C(C=C1)S(=O)(=O)C1=CC=C(C=C1)NS(=O)(=O)C1=CC=CC=C1)=O